NC1=C2C=CN(C(C2=CC=C1)=O)C 5-amino-2-methylisoquinolin-1(2H)-one